(2,6-Dichloropyridin-4-yl)methyl N6-(3-aminopropanoyl)-L-lysinate dihydrochloride Cl.Cl.NCCC(=O)NCCCC[C@H](N)C(=O)OCC1=CC(=NC(=C1)Cl)Cl